2-((4-(2-(4-cyano-2-(methoxy-d3)phenyl)-4-Fluoro-2H-chromen-8-yl)piperidin-1-yl)methyl)-3-((1-(fluoromethyl)cyclopropyl)methyl)-3H-imidazo[4,5-b]pyridine-5-carboxylic acid C(#N)C1=CC(=C(C=C1)C1OC2=C(C=CC=C2C(=C1)F)C1CCN(CC1)CC1=NC=2C(=NC(=CC2)C(=O)O)N1CC1(CC1)CF)OC([2H])([2H])[2H]